4-(2-(4-chloro-2-(methoxy-d3)phenyl)-4-fluoro-2-methyl-2H-chromen-8-yl)piperidinetetra-acetonitrile copper (I) [Cu+].ClC1=CC(=C(C=C1)C1(OC2=C(C=CC=C2C(=C1)F)C1C(C(N(CC1)CC#N)(CC#N)CC#N)CC#N)C)OC([2H])([2H])[2H]